1,12-dodecandiol diacrylate C(C=C)(=O)OCCCCCCCCCCCCOC(C=C)=O